8-(3-chloro-2-(trifluoromethyl)phenyl)-9-(4-((1-(3,3,3-trifluoropropyl)azetidin-3-yl)methyl)phenyl)-6,7-dihydro-5H-benzo[7]annulene-3-carboxylic acid ClC=1C(=C(C=CC1)C=1CCCC2=C(C1C1=CC=C(C=C1)CC1CN(C1)CCC(F)(F)F)C=CC(=C2)C(=O)O)C(F)(F)F